CN1CCC(CC1)N1N=CC(=C1)B1OC(C)(C)C(C)(C)O1 (1-methylpiperidine-4-yl)-1H-pyrazole-4-boronic acid pinacol ester